2-nitrobenzyl tosylate (2-nitrobenzyl tosylate) [N+](=O)([O-])C1=C(CC2=C(S(=O)(=O)O)C=CC(=C2)C)C=CC=C1.S(=O)(=O)(OCC1=C(C=CC=C1)[N+](=O)[O-])C1=CC=C(C)C=C1